COC(=O)C1=CC2=C(N=CN2COCC[Si](C)(C)C)C(=C1)COC.CC1=CC=C(C=C2C(C(CCC2)=CC2=CC=C(C=C2)C)=O)C=C1 2,6-bis(4-methylbenzylidene)cyclohexanone methyl-7-(methoxymethyl)-3-(2-trimethylsilylethoxymethyl)benzimidazole-5-carboxylate